ethyl N-{2-[(tert-butoxycarbonyl)amino]ethyl}-β-alaninate C(C)(C)(C)OC(=O)NCCNCCC(=O)OCC